1-(4-acetylpiperazin-1-yl)-2-((1R,5S,6S)-3-(7,7-difluoro-2-((S)-2-methylazetidin-1-yl)-6,7-dihydro-5H-cyclopenta[d]pyrimidin-4-yl)-3-azabicyclo[3.1.1]hept-6-yl)ethan-1-one C(C)(=O)N1CCN(CC1)C(CC1[C@H]2CN(C[C@@H]1C2)C=2C1=C(N=C(N2)N2[C@H](CC2)C)C(CC1)(F)F)=O